N1=CC=C2N=C3C4(CCCC3=CN21)CC4 7',8'-dihydro-6'H-spiro[cyclopropane-1,5'-pyrazolo[5,1-b]quinazoline]